C(C=C)(=O)OCCCCOC1=C(C=C(C(=O)OC2=CC(=C(C=C2)OC(C2=CC=C(C=C2)OCCCCOC(C=C)=O)=O)C)C=C1)C 4-({4-[4-(acryloyloxy)butoxy]benzoyl}oxy)-3-methylphenyl 4-[4-(acryloyloxy)butoxy]-3-methylbenzoate